trimethyloxidanium fluoride [F-].C[O+](C)C